C(C)NC(CN(C)C1=C(C=C(C=C1)C=O)F)=O N-ETHYL-2-[(2-FLUORO-4-FORMYLPHENYL)(METHYL)AMINO]ACETAMIDE